BrC1=C2C(=NN=C(C2=CC=C1)C1=C(C=C(C=C1)C)O)N[C@H]1CN(CCC1)C (R)-2-(5-bromo-4-((1-methylpiperidin-3-yl)amino)phthalazin-1-yl)-5-methylphenol